6-bromo-3-iodo-quinoline-5-carbonitrile BrC1=C(C=2C=C(C=NC2C=C1)I)C#N